Pentadecaheptaene C=CC=CC=CC=CC=CC=CC=CC